1-methyl-3-(7-(methylamino)-5-((2-(trifluoromethoxy)phenyl)amino)pyrazolo[1,5-a]pyrimidin-3-yl)urea CNC(=O)NC=1C=NN2C1N=C(C=C2NC)NC2=C(C=CC=C2)OC(F)(F)F